NC1=C(C(=CC(=N1)C=1C(=C2[C@H](N(C(C2=CC1)=O)C1C(NC(CC1)=O)=O)C)F)C)F 3-((R)-5-(6-amino-5-fluoro-4-methylpyridin-2-yl)-4-fluoro-3-methyl-1-oxoisoindolin-2-yl)piperidine-2,6-dione